CN1C(C=C(C=C1)C=1C(=NN(C1)C)COC1=CC=C(C=C1)C1=NC2=CC=CC=C2C=C1C)=O 1-methyl-4-(1-methyl-3-{[4-(3-methylquinolin-2-yl)phenoxy]methyl}-1H-pyrazol-4-yl)pyridine-2(1H)-one